Ethyl-(3R,4S)-rel-3-(2,3-dichloro-6-[[2-(trimethylsilyl)ethoxy]methoxy]phenyl)-4-nitropentanoate C(C)OC(C[C@@H]([C@H](C)[N+](=O)[O-])C1=C(C(=CC=C1OCOCC[Si](C)(C)C)Cl)Cl)=O |o1:5,6|